7-(1-oxo-2,3-dihydro-1H-inden-5-yl)thieno[3,4-d]pyrimidin-4(3H)-one O=C1CCC2=CC(=CC=C12)C=1SC=C2C1N=CNC2=O